C(C=C)[C@H]1[C@@H](C1)C(=O)N[C@H](C)C1=CC=C2C(=N1)N(C(=C2)C=O)CCC=C (1R,2R)-2-allyl-N-((R)-1-(1-(but-3-en-1-yl)-2-formyl-1H-pyrrolo[2,3-b]pyridin-6-yl)ethyl)cyclopropane-1-carboxamide